C(C)(C)(C)C=1C=C(C=C(C(=O)O)CCCCCCC(C(=O)O)=CC2=CC(=C(C(=C2)C(C)(C)C)O)C(C)(C)C)C=C(C1O)C(C)(C)C.C(C)(C)(C)C=1C=C(CCC(=O)OCCOCCOCCOC(CCC2=CC(=C(C(=C2)C)O)C(C)(C)C)=O)C=C(C1O)C ethylenebis(oxyethylene) bis(3-t-butyl-4-hydroxy-5-methylhydrocinnamate) Hexamethylenebis(3,5-di-t-butyl-4-hydroxycinnamate)